(2S,4R)-2-((difluoromethoxy)methyl)-4-((methylsulfonyl)oxy)pyrrolidine-1-carboxylic acid tert-butyl ester C(C)(C)(C)OC(=O)N1[C@@H](C[C@H](C1)OS(=O)(=O)C)COC(F)F